FC=1C(=NC(=NC1)NC1CCNCC1)C=1C=C(C2=C(N(CCO2)C(C)C)C1)F 5-fluoro-4-(8-fluoro-4-isopropyl-2,3-dihydro-1,4-benzoxazin-6-yl)-N-(4-piperidyl)pyrimidin-2-amine